NC1=C(C2=C(C(N1C1=C(C(=CC=C1C)O)C)=O)C=C(S2)C=2SC=CN2)C(=O)N 6-amino-5-(3-hydroxy-2,6-dimethylphenyl)-4-oxo-2-(thiazol-2-yl)-4,5-dihydrothieno[3,2-c]pyridine-7-carboxamide